C1(CCC1)N1CC(C(CC1)CCC)C(=O)C=1C=C2C=CC(=C(C2=CC1)CC#N)OC 2-(6-(1-cyclobutyl-4-propylpiperidine-3-carbonyl)-2-methoxynaphthalen-1-yl)acetonitrile